C1CCOCC1 4-oxacyclohexane